O=S1(CCC(CC1)NC(=O)C=1C=NC(=CC1)OCC=1C(=NOC1C)C=1C=NC(=CC1)C)=O N-(1,1-Dioxothian-4-yl)-6-((5-methyl-3-(6-methylpyridin-3-yl)-1,2-Oxazol-4-yl)methoxy)pyridine-3-carboxamide